BrC1=CN=C(S1)NC(=O)C1=CC=C(C=C1C1=CC=CC=C1)N(C(OC(C)(C)C)=O)CCCC tert-butyl (6-((5-bromothiazol-2-yl)carbamoyl)-[1,1'-biphenyl]-3-yl)(butyl)carbamate